(6aR,8S)-2-bromo-8-hydroxy-6a,7,8,9-tetrahydropyrido[3,2-e]pyrrolo[1,2-a]pyrazin-6(5H)-one BrC=1C=CC=2NC([C@@H]3N(C2N1)C[C@H](C3)O)=O